5-ethylmethylaminocarbonyl-bicyclo[2.2.1]hept-2-ene C(C)C1C2C=CC(C1)(C2)C(=O)NC